1-(5-(difluoromethoxy)-3-fluoropyridin-2-yl)-3-(oxetan-3-yl)-4-(4-(trifluoromethyl)benzyl)-piperazine-2,5-dione FC(OC=1C=C(C(=NC1)N1C(C(N(C(C1)=O)CC1=CC=C(C=C1)C(F)(F)F)C1COC1)=O)F)F